Cl.C1(CC1)[C@@H]1[C@H]([C@@H]2CC[C@H]1C2)N (1R,2S,3S,4S)-3-cyclopropylbicyclo[2.2.1]heptan-2-amine hydrochloride